C(C)(C)(C)OC(=O)N(N)CC1C(NCC1)=O 1-((2-oxopyrrolidin-3-yl)methyl)hydrazine-1-carboxylic acid tert-butyl ester